BrC1=CC=C(C=C1)C1CNCC1 3-(4-bromophenyl)pyrrolidine